CC1=C2CCC(C2CC(C=C1)C(C)=O)C 2,8-Dimethyl-5-Acetyl-Bicyclo[5.3.0]Decadiene